NC=1C(N(C2=C(N1)SC(=C2)C(=O)NCCCNCCCCNC(=N)N)C2=CC1=C(OCCN1C1=CC=CC=C1)C=C2)=O 3-amino-N-(3-((4-guanidinobutyl)amino)propyl)-2-oxo-1-(4-phenyl-3,4-dihydro-2H-benzo[b][1,4]oxazin-6-yl)-1,2-dihydrothieno[2,3-b]pyrazine-6-carboxamide